N-[1-(cyclopropanecarbonyl)piperidin-4-yl]-3-fluoro-4-(furo[3,2-c]pyridin-4-yl)benzamide C1(CC1)C(=O)N1CCC(CC1)NC(C1=CC(=C(C=C1)C1=NC=CC2=C1C=CO2)F)=O